ClC1=C(C(=O)NC2=CC=C(C=C2)CC2=NC3=C(N2)C=CC(=C3)C)C=CC=C1 2-Chloro-N-(4-((5-methyl-1H-benzo[d]imidazol-2-yl)methyl)phenyl)benzamide